2-chloropropionic Acid ClC(C(=O)O)C